ethyl-4-cyclopropyl-5-(3-ethoxy-3-oxopropanamido)-1H-pyrazole-3-carboxylate C(C)OC(=O)C1=NNC(=C1C1CC1)NC(CC(=O)OCC)=O